4-(5-(6-hydroxy-1H-pyrazolo[3',4':3,4]pyrazolo[1,5-a]pyridin-4-yl)pyridin-2-yl)piperazine-1-carboxylic acid tert-butyl ester C(C)(C)(C)OC(=O)N1CCN(CC1)C1=NC=C(C=C1)C=1C=2N(C=C(C1)O)N=C1C2C=NN1